n-triacontyl octanoate C(CCCCCCC)(=O)OCCCCCCCCCCCCCCCCCCCCCCCCCCCCCC